[N+](=O)([O-])C1=C(N2C(N=N1)=C(C(=N2)[N+](=O)[O-])[N+](=O)[O-])N 3,7,8-trinitropyrazolo[5,1-c][1,2,4]triazin-4-amine